(S)-N-(2-fluoro-3-chlorophenyl)-4-((1-((4-chlorophenyl)amino)-1-oxopropane-2-yl)oxy)benzamide FC1=C(C=CC=C1Cl)NC(C1=CC=C(C=C1)O[C@H](C(=O)NC1=CC=C(C=C1)Cl)C)=O